6-methyl-N-[4-methyl-3-(trifluoromethyl)phenyl]-3,4,4a,5,7,7a-hexahydro-2H-pyrrolo[3,4-b]pyridine-3-carboxamide CN1CC2NCC(CC2C1)C(=O)NC1=CC(=C(C=C1)C)C(F)(F)F